N12CC(C(CC1)CC2)C(=O)O quinuclidine-3-carboxylic acid